C(C)OC(=O)C1CN(CC12CN(C2)C(=O)OC(C)(C)C)C(=O)C=2C=NN(C2)CC2=CC=CC=C2 6-(1-benzyl-1H-pyrazole-4-carbonyl)-2,6-diazaspiro[3.4]Octane-2,8-dicarboxylic acid 2-(t-butyl) 8-ethyl ester